FCC1(CC=CCC1)C(=O)O 1-(fluoromethyl)cyclohex-3-enecarboxylic acid